N-[(1S)-1-[[2-chloro-5-(1-isopropyl-6-oxo-3-pyridyl)phenyl]methyl]-2-[3-methoxy-4-(3-methylimidazol-4-yl)anilino]-2-oxo-ethyl]-1-fluoro-cyclopropanecarboxamide ClC1=C(C=C(C=C1)C1=CN(C(C=C1)=O)C(C)C)C[C@@H](C(=O)NC1=CC(=C(C=C1)C=1N(C=NC1)C)OC)NC(=O)C1(CC1)F